N-methyl-N-methylene-methylammonium iodide [I-].C[N+](=C)C